CC(C(C)N)([2H])[2H] methylpropan-1,1-d2-2-amine